C1(CC1)[C@H](C)N1C(C=2C(=NC(=CC2C1)C1=C(N=C(S1)NC(=O)NC)C)N1CCN(CC1)C1COC1)=O (S)-1-(5-(2-(1-cyclopropylethyl)-4-(4-(oxetan-3-yl)piperazin-1-yl)-3-oxo-2,3-dihydro-1H-pyrrolo[3,4-c]pyridin-6-yl)-4-methylthiazol-2-yl)-3-methylurea